Cl.ClC=1C(=C2C(=NC1C)CNC2)C 3-Chloro-2,4-dimethyl-6,7-dihydro-5H-pyrrolo[3,4-b]pyridine HCl salt